3-(3,5-difluorophenyl)-5-methyl-N-[4-(pyrrolidine-1-carbonyl)tetrahydrofuran-3-yl]-4H-isoxazole-5-carboxamide FC=1C=C(C=C(C1)F)C1=NOC(C1)(C(=O)NC1COCC1C(=O)N1CCCC1)C